tert-butyl-N-[2,4-difluoro-3-[7-methyl-1-(1-[[2-(trimethylsilyl)ethoxy]methyl]imidazol-2-yl)-5H,6H,8H-imidazo[1,5-a]pyrazin-6-yl]phenyl]carbamate C(C)(C)(C)OC(NC1=C(C(=C(C=C1)F)C1N(CC=2N(C1)C=NC2C=2N(C=CN2)COCC[Si](C)(C)C)C)F)=O